(2S,3S,5R)-benzhydryl 3-((3,4-bis(benzyloxy)benzamido)methyl)-3-methyl-7-oxo-4-thia-1-azabicyclo[3.2.0]heptane-2-carboxylate 4,4-dioxide C(C1=CC=CC=C1)OC=1C=C(C(=O)NC[C@]2([C@@H](N3C(C[C@H]3S2(=O)=O)=O)C(=O)OC(C2=CC=CC=C2)C2=CC=CC=C2)C)C=CC1OCC1=CC=CC=C1